O1[C@@H](CCCC1)C(=O)Cl (2S)-Tetrahydropyran-2-carbonyl chloride